ClC1=NC=C2C=CC(=NC2=C1)CS(=O)(=O)C1CCN(CC1)C(=O)OC(C)(C)C tert-butyl 4-[(7-chloro-1,6-naphthyridin-2-yl)methanesulfonyl]piperidine-1-carboxylate